O1C(=O)C(=CC2=CC=CC=C12)C=NO coumarinaldoxime